CN(C)CC1=C(C=NN1C)B(O)O (5-((dimethylamino)methyl)-1-methyl-1H-pyrazol-4-yl)boronic acid